(1,2,3,5,6,7-hexahydro-s-indacen-4-yl)carbamic acid tert-butyl ester C(C)(C)(C)OC(NC1=C2CCCC2=CC=2CCCC12)=O